BrC1=C2C(=C3C=CC(=NC3=C1Cl)OC[C@H]1N(CCOC1)C)COC2 4-Bromo-5-chloro-7-[[(3S)-4-methylmorpholin-3-yl]methoxy]-1,3-dihydrofuro[3,4-f]quinoline